ClC1=C(C=CC=C1)C(\C=C\C1=CC=C(C=C1)\C=C\C(C1=CC(=C(C(=C1)OC)OC)OC)=O)=O (E)-1-(2-chlorophenyl)-3-(4-((E)-3-oxo-3-(3,4,5-trimethoxyphenyl)prop-1-en-1-yl)phenyl)prop-2-en-1-one